7H-pyrazolo[1,5-a]pyridin-4-one N1=CC=C2N1CC=CC2=O